4-chloro-5-ethyl-7H-pyrrolo[2,3-d]pyrimidine ClC=1C2=C(N=CN1)NC=C2CC